4-((1H-indol-5-yl)methyl)-6-chloropyrimidine-2,4-diamine N1C=CC2=CC(=CC=C12)CC1(NC(=NC(=C1)Cl)N)N